O1C(C(NC=C1)=O)=O azapyrandione